4-hydroxy-3-methylbutanoic acid tert-butyl ester C(C)(C)(C)OC(CC(CO)C)=O